acrylic acid propynoic anhydride C(C#C)(=O)OC(C=C)=O